O(C1=CC=CC=C1)C1CCC(C=2C=CC=NC12)NC(C=C)=O N-(8-phenoxy-5,6,7,8-tetrahydroquinolin-5-yl)acrylamide